(1S,3R,4S,5R,7R)-3-((5-chloro-4-(4-fluoro-2-(2-hydroxypropan-2-yl)-1-isopropyl-1H-benzo[d]imidazol-6-yl)pyrimidin-2-yl)amino)-7-methyl-6,8-dioxabicyclo[3.2.1]octan-4-ol ClC=1C(=NC(=NC1)N[C@@H]1C[C@H]2[C@H](O[C@@H]([C@H]1O)O2)C)C=2C=C(C1=C(N(C(=N1)C(C)(C)O)C(C)C)C2)F